7-(difluoromethyl)-2-methoxy-5-(4,4,5,5-tetramethyl-1,3,2-dioxaborolan-2-yl)quinoxaline FC(C1=CC(=C2N=CC(=NC2=C1)OC)B1OC(C(O1)(C)C)(C)C)F